4-(1-benzyl-1H-1,2,3-triazol-4-yl)-N-(3-chloro-5-(methylsulfonyl)phenyl)-5-methylthiophene-2-carboxamide C(C1=CC=CC=C1)N1N=NC(=C1)C=1C=C(SC1C)C(=O)NC1=CC(=CC(=C1)S(=O)(=O)C)Cl